dibenzyl-tin diacetate C(C)(=O)[O-].C(C)(=O)[O-].C(C1=CC=CC=C1)[Sn+2]CC1=CC=CC=C1